potassium perfluorocetyl-sulfonate FC(C(C(C(C(C(C(C(C(C(C(C(C(C(C(C(F)(F)F)(F)F)(F)F)(F)F)(F)F)(F)F)(F)F)(F)F)(F)F)(F)F)(F)F)(F)F)(F)F)(F)F)(F)F)(S(=O)(=O)[O-])F.[K+]